ClC1=NC=C2NC(N(C2=N1)CC1=CC=C(C=C1)N1N=C(C=C1OC(C)C)C(F)(F)F)=O 2-chloro-9-([4-[5-isopropoxy-3-(trifluoromethyl)pyrazol-1-yl]phenyl]methyl)-7H-purin-8-one